2-Amino-6-(3-amino-3-oxopropyl)-6-(cyclopropylmethyl)-7-oxo-4,5,6,7-tetrahydrobenzo[b]thiophene-3-carboxylic acid NC1=C(C2=C(S1)C(C(CC2)(CC2CC2)CCC(=O)N)=O)C(=O)O